methyl-1H-indole-2-carboxamide CN1C(=CC2=CC=CC=C12)C(=O)N